S1C(CC1)N thietanamine